C(C)(C)(C)OC(=O)N1CC([C@@]2(CC1)COC1=C2C=CC(=C1CO)C(=O)O)(F)F r-(tert-butoxycarbonyl)-3',3'-difluoro-7-(hydroxymethyl)-2H-spiro[benzofuran-3,4'-piperidine]-6-carboxylic acid